BrC=1C=C2CCN=CC2=CC1 6-bromo-3,4-dihydroisoquinoline